FC=1C=CC(=C(C1)C1=CC(=C(N=N1)NC1C[C@@H]2[C@@H](CN(C2)CC2CCOCC2)C1)C#N)C 6-(5-fluoro-2-methylphenyl)-3-(((3aR,5s,6aS)-2-((tetrahydro-2H-pyran-4-yl)methyl)octahydro-cyclopenta[c]pyrrol-5-yl)amino)pyridazine-4-carbonitrile